1-{3-[(4-chloro-2-fluorophenyl)methoxy]-4-fluorophenyl}piperazine ClC1=CC(=C(C=C1)COC=1C=C(C=CC1F)N1CCNCC1)F